NC=1N=C(C=C2C=C(N=CC12)NC(=O)[C@H]1[C@@H](C1)C(F)(F)F)C=1C=NC=C(C1C)N |r| (±)-trans-N-(8-amino-6-(5-amino-4-methylpyridin-3-yl)-2,7-naphthyridin-3-yl)-2-(trifluoromethyl)cyclopropanecarboxamide